N[C@H](CCCOC1=CC=C(C(=C1CC=1C=NN2C1N=CN=C2N)Cl)Cl)COCC(C)C (R)-8-(6-((4-amino-5-isobutoxypentyl)oxy)-2,3-dichlorobenzyl)pyrazolo[1,5-a][1,3,5]triazin-4-amin